O=C1ON=C2N1C1=C(CCC2NC(=O)C2=NC=CC(=C2)OC2=CC=CC=C2)C=CC=C1 N-(1-oxo-5,6-dihydro-1H,4H-benzo[f][1,2,4]oxadiazolo[4,3-a]azepin-4-yl)-4-phenoxypyridineamide